1-[4-(trifluoromethyl)phenyl]-1H-indazol FC(C1=CC=C(C=C1)N1N=CC2=CC=CC=C12)(F)F